(2-(5-((tert-butoxycarbonyl)amino)-3-chloropyridin-2-yl)-2H-1,2,3-triazol-4-yl)methyl methanesulfonate CS(=O)(=O)OCC1=NN(N=C1)C1=NC=C(C=C1Cl)NC(=O)OC(C)(C)C